[Si]([O-])([O-])([O-])[O-].C(C)[N+](CC)(CC)CC.C(C)[N+](CC)(CC)CC.C(C)[N+](CC)(CC)CC.C(C)[N+](CC)(CC)CC tetraethylammonium silicate salt